(S)-2-(3-fluoro-4-methoxyphenyl)-1-(4-((5R,7R)-7-hydroxy-5-methyl-6,7-dihydro-5H-cyclopenta[d]pyrimidin-4-yl)piperazin-1-yl)-3-(isopropylamino)propan-1-one FC=1C=C(C=CC1OC)[C@H](C(=O)N1CCN(CC1)C=1C2=C(N=CN1)[C@@H](C[C@H]2C)O)CNC(C)C